1-(4-(methylthio)oxazol-5-yl)ethanol CSC=1N=COC1C(C)O